COC(=O)C=1C(=NC(=C(C1)F)NCC1=CC=CC=C1)Cl 6-(benzylamino)-2-chloro-5-fluoropyridine-3-carboxylic acid methyl ester